C1=NC=CC=2CCC(CC12)C1N2C(C3=CC=CC=C13)=CN=C2 5-(5,6,7,8-tetrahydroisoquinolin-7-yl)-5H-imidazo[5,1-a]isoindole